3-(5-(trimethylsilyl)isoxazol-3-yl)azetidine-1-carboxylic acid tert-butyl ester C(C)(C)(C)OC(=O)N1CC(C1)C1=NOC(=C1)[Si](C)(C)C